6-{[2-(3H-Imidazol-4-yl)-ethylamino]-methyl}-4-[(4-methoxy-benzylamino)-methyl]-pyridine-2-carboxylic acid methyl ester COC(=O)C1=NC(=CC(=C1)CNCC1=CC=C(C=C1)OC)CNCCC=1NC=NC1